CC1(OB(OC1(C)C)\C=C(/C)\C1=CC=C(C=C1)C(F)(F)F)C (E)-4,4,5,5-tetramethyl-2-(2-(4-(trifluoromethyl)phenyl)prop-1-en-1-yl)-1,3,2-dioxaborolan